2-isothiocyanato-4,4-dimethyl-4,5,7,8-tetrahydropyrazolo[1,5-d][1,4]oxaazepine N(=C=S)C1=NN2CCOCC(C2=C1)(C)C